1-(3-bromo-2-pyridinyl)cyclopropanecarbonitrile BrC=1C(=NC=CC1)C1(CC1)C#N